OC1=C(C(=CC(=C1)CCC)O)C1=C2CC(N(C2=CC(=C1C)F)CC)=O 4-(2,6-dihydroxy-4-propylphenyl)-1-ethyl-6-fluoro-5-methylindolin-2-one